3-(4-chlorophenyl)-1-ethyl-5-methyl-6-(propylthio)-3,5-dihydroimidazo[4,5-c][1,2]Thiazin-4(1H)-one 2,2-dioxide ClC1=CC=C(C=C1)C1C(C2=C(N(S1(=O)=O)CC)N=C(N2C)SCCC)=O